FC(OCCNC(C1=CC=C(C=C1)C(F)(F)F)=O)F N-(2-(difluoromethoxy)ethyl)-4-(trifluoromethyl)benzamide